C(#N)CCC=1N=C(NC1)CCC#N 2-cyanoethyl-2-cyanoethylimidazole